2-chloro-N-(3-methyl-4-(piperazin-1-yl)phenyl)-4-(1,2,3,6-tetrahydropyridin-4-yl)benzamide bistrifluoroacetic acid salt FC(C(=O)O)(F)F.FC(C(=O)O)(F)F.ClC1=C(C(=O)NC2=CC(=C(C=C2)N2CCNCC2)C)C=CC(=C1)C=1CCNCC1